(R)-4-[3-(1-amino-7-isoquinolinyl)-4-methyl-phenyl]-2-thiazol-2-yl-but-3-yn-2-ol NC1=NC=CC2=CC=C(C=C12)C=1C=C(C=CC1C)C#C[C@@](C)(O)C=1SC=CN1